OC(CCCCCCCCCCC(=O)OCC(COC(CCCCCCCCCCC(CCCCCC)O)=O)C)CCCCCC 2-methylpropane-1,3-diyl bis(12-hydroxyoctadecanoate)